4,6-dichloro-1,3-dimethyl-1H-pyrazolo[3,4-d]pyrimidine ClC1=C2C(=NC(=N1)Cl)N(N=C2C)C